(5R,8S)-N-(3,4-dichlorophenyl)-6,7,8,9-tetrahydro-5H-5,8-epiminocyclohepta[d]pyrimidine ClC=1C=C(C=CC1Cl)N1CN=CC2=C1C[C@@H]1CC[C@H]2N1